C=CC.[N].[S] sulfur nitrogen propylene